C(C1=CC=CC=C1)OC=1C(=NC=NC1OCC1=CC=CC=C1)CN1C(N(C(C1)C1=CC=C(C=C1)C#CC1=CC=C(CN2CC(CC2)C#N)C=C1)C(C)C)=O 1-(4-((4-(1-((5,6-bis(benzyloxy)pyrimidin-4-yl)methyl)-3-isopropyl-2-oxoimidazoline-4-yl)phenyl)ethynyl)benzyl)pyrrolidine-3-carbonitrile